formamidine indium iodine [I].[In].C(=N)N